C1(C2C1CC=1C=CC=CC21)C(=O)O endo-1,1a,6,6a-Tetrahydrocyclopropa[a]indene-1-carboxylic acid